O8-[[5-[(8-decoxy-8-oxo-octanoyl)oxymethyl]-2,2-dimethyl-1,3-dioxan-5-yl]methyl] O1-decyl octanedioate C(CCCCCCC(=O)OCC1(COC(OC1)(C)C)COC(CCCCCCC(=O)OCCCCCCCCCC)=O)(=O)OCCCCCCCCCC